2-benzyl-4-butyl-8-(cyclohexylmethoxy)-phthalazin-1(2H)-one C(C1=CC=CC=C1)N1C(C2=C(C=CC=C2C(=N1)CCCC)OCC1CCCCC1)=O